FC(CC)(F)C=1C=C(C=CC1)NC(=O)C=1[N+](=C(NC1C)C=1C=C(C=CC1)C1=C(C=CC=C1C)C)[O-] 4-((3-(1,1-difluoropropyl)phenyl)carbamoyl)-2-(2',6'-dimethyl-[1,1'-biphenyl]-3-yl)-5-methyl-1H-imidazole 3-oxide